azepineacetamidoxime N1C(=CC=CC=C1)CC(N)=NO